4-(8-(cyclopropylsulfonyl)-3,8-diazabicyclo[3.2.1]octan-3-yl)-6-(1-(difluoromethyl)-1H-pyrazol-4-yl)pyrrolo[2,1-f][1,2,4]triazine C1(CC1)S(=O)(=O)N1C2CN(CC1CC2)C2=NC=NN1C2=CC(=C1)C=1C=NN(C1)C(F)F